CN(C(=O)C1=NC=CC=C1C1=CC(=NC(=C1)C1CC1)N1C=C(C=2C=C(NC2C1=O)CN1C[C@H](CCC1)C)C#N)C N,N-dimethyl-2'-(2-{[(s)-3-methyl-1-piperidyl]methyl}-4-cyano-7-oxo-1,6-dihydro-1,6-diaza-6-indenyl)-6'-cyclopropyl-[3,4'-bipyridyl]-2-carboxamide